2-((S)-2-(4-fluoro-2-methoxybenzyl)azepan-1-yl)-6-((R)-2-methylmorpholino)pyrimidin-4(3H)-one FC1=CC(=C(C[C@H]2N(CCCCC2)C2=NC(=CC(N2)=O)N2C[C@H](OCC2)C)C=C1)OC